COCCNC1=C(C=CC(=C1)CN1CCOCC1)COC1=C2CN(C(C2=CC=C1)=O)[C@@H]1C(NC(CC1)=O)=O (S)-3-[4-[[2-(2-methoxyethylamino)-4-(morpholinomethyl)phenyl]methoxy]-1-oxo-isoindolin-2-yl]-piperidine-2,6-dione